C(C=C)(=O)OC1=CC(=C(C(=C1)C(F)(F)F)S(=O)(=O)OCC(C)(C)C)C(F)(F)F neopentyl 4-acryloyloxy-2,6-bis(trifluoromethyl)benzenesulfonate